2-chloro-4-(3-methoxycyclobutyl)-6-(2-methyl-2H-1,2,3-triazol-4-yl)pyridine ClC1=NC(=CC(=C1)C1CC(C1)OC)C1=NN(N=C1)C